C(CCCCCCCCCCCCCCCCCCCCCCCCCCCCCC)(=O)OCCCCCCCCCCCCCCCCCCCCCCCCCCCCCCCC dotriacontan-1-yl hentriacontanate